FC1=CC=C(C=C1)C1(NC2=CC=CC=C2N=C1NCC=1SC=CC1)N 2-(4-fluorophenyl)-N3-(thiophen-2-ylmethyl)quinoxaline-2,3-diamine